C(C1=CC=CC=C1)OCCOC=1C=CC(=C(C1)C=1N=C2C(=CN(C=C2)CC=2SC3=C(N2)C=CC(=C3)C)N1)F 2-((2-(5-(2-(benzyloxy)ethoxy)-2-fluorophenyl)-5H-imidazo[4,5-c]pyridin-5-yl)methyl)-6-methylbenzo[d]thiazole